(R)-N-(1-phenylethyl)-3-(pyridin-4-yl)-1-trityl-1,7-dihydropyrrolo[3,2-f]indazole-6-carboxamide C1(=CC=CC=C1)[C@@H](C)NC(=O)C1=CC=2C=C3C(=NN(C3=CC2N1)C(C1=CC=CC=C1)(C1=CC=CC=C1)C1=CC=CC=C1)C1=CC=NC=C1